7-Fluoro-2H-1,2-benzothiazol-3-one FC1=CC=CC=2C(NSC21)=O